NC1=NC2=CC=C(C=C2C=C1I)C(=O)N([C@H](C)C1=NN(C=N1)C)CC1=NC=C(C=C1)C(F)F 2-amino-N-((5-(difluoromethyl)-2-pyridinyl)methyl)-3-iodo-N-((1R)-1-(1-methyl-1H-1,2,4-triazol-3-yl)ethyl)-6-quinolinecarboxamide